C(C)(=O)C=1C=C(C(N(C1C)C1=CSC=C1)=O)C(=O)O 5-acetyl-6-methyl-2-oxo-1-(thiophen-3-yl)-1,2-dihydropyridine-3-carboxylic acid